COC1=CC=C(N(C2=CC=C(C=C2)C2=CC=C(C3=NSN=C32)C3=CC=NC=C3)C3=CC=C(C=C3)OC)C=C1 4-methoxy-N-(4-methoxyphenyl)-N-(4-(7-(pyridin-4-yl)benzo[c][1,2,5]thiadiazol-4-yl)phenyl)aniline